2-(2-methoxyphenyl)formyloxy-1,3-propanediol COC1=C(C=CC=C1)C(=O)OC(CO)CO